1,1-Bis(3,4-dimethylphenyl)-ethane CC=1C=C(C=CC1C)C(C)C1=CC(=C(C=C1)C)C